tert-butyl (5-(3-methoxypropionyl)thiazol-2-yl)carbamate COCCC(=O)C1=CN=C(S1)NC(OC(C)(C)C)=O